C(C(C)C)N1CCC(CC1)OC=1C=C2C(=C(NC2=CC1)C=1C=C(C(N(C1)C)=O)C)C(C)C 5-(5-((1-isobutylpiperidin-4-yl)oxy)-3-isopropyl-1H-indol-2-yl)-1,3-dimethylpyridin-2(1H)-one